C(C1=CC=CC=C1)C=1N(C=2C(=C3CC[C@@H](NC3=CC2)C)N1)[C@H]1CN(CCC1)C1=NN=NN1 (7S)-2-Benzyl-7-methyl-3-[(3R)-1-(1H-1,2,3,4-tetrazol-5-yl)piperidin-3-yl]-3H,6H,7H,8H,9H-imidazo[4,5-f]chinolin